N-[8-amino-6-[6-(hydroxymethyl)-4-methyl-3-pyridinyl]-2,7-naphthyridin-3-yl]Cyclopropanecarboxamide NC=1N=C(C=C2C=C(N=CC12)NC(=O)C1CC1)C=1C=NC(=CC1C)CO